FC1(CN(CCC1NC1=C2C=CN(C2=CC(=C1)C#CCNC=1C(OC)=CC=C(C1)S(=O)(=O)C)CC(F)(F)F)C)F 4-(3,3-difluoro-1-methyl-4-piperidylamino)-6-[3-(4-mesyl-2-anisidino)-1-propynyl]-1-(2,2,2-trifluoroethyl)indole